(4-amino-2-((1-methyl-1H-pyrazol-3-yl)methyl)-7-(pyrimidin-4-yl)-2H-pyrazolo[4,3-c]pyridin-6-yl)benzonitrile NC1=NC(=C(C=2C1=CN(N2)CC2=NN(C=C2)C)C2=NC=NC=C2)C2=C(C#N)C=CC=C2